COC1=C(C=C(C=C1)/C=C/C(=O)C1=C(C(=O)O)C=CC=C1)OC(C(F)F)(F)F 2-[(E)-3-[4-Methoxy-3-(1,1,2,2-tetrafluoroethoxy)phenyl]prop-2-enoyl]benzoic acid